2-((1-(2-(chroman-4-yl)-6-methyl-1-oxoisoindolin-4-yl)ethyl)amino)benzoic acid O1CCC(C2=CC=CC=C12)N1C(C2=CC(=CC(=C2C1)C(C)NC1=C(C(=O)O)C=CC=C1)C)=O